CC1=C(C=2N(C=C1C=1NC3=CC=C(C=C3C1C(C)C)OC1CCN(CC1)C(CN(C)C)=O)C=NN2)C 1-(4-((2-(7,8-dimethyl-[1,2,4]triazolo[4,3-a]pyridin-6-yl)-3-isopropyl-1H-indol-5-yl)oxy)piperidin-1-yl)-2-(dimethylamino)ethan-1-one